O=C1CC(CN1)C(=O)NCC1=CC=C(C=C1)NC1=NC=C(C=N1)N1CCC(CC1)C(F)(F)F 5-Oxo-N-(4-((5-(4-(trifluoromethyl)piperidin-1-yl)pyrimidin-2-yl)amino)benzyl)pyrrolidine-3-carboxamide